tert-Butyl 3-(4-hydroxy-7-(1-methyl-1H-pyrazol-3-yl)benzo[d]oxazol-2-yl)-3,8-diazabicyclo[3.2.1]octane-8-carboxylate OC1=CC=C(C2=C1N=C(O2)N2CC1CCC(C2)N1C(=O)OC(C)(C)C)C1=NN(C=C1)C